S1C=C(C=2NC=CC21)N2N=CC(=C2C(F)(F)F)C(=O)NC2=CC(=NC=C2)C(F)(F)F 1-(4H-thieno[3,2-b]pyrrol-3-yl)-5-(trifluoromethyl)-N-(2-(trifluoromethyl)pyridin-4-yl)-1H-pyrazole-4-carboxamide